N[C@@H](C(=O)NC1=CC(=C(C(=C1)C)C1=C2C(=NC=C1)NC=C2)C)CC(C)C (2R)-2-Amino-N-[3,5-dimethyl-4-(1H-pyrrolo[2,3-b]pyridin-4-yl)phenyl]-4-methyl-pentanamide